tris[4-(trifluoromethyl)phenyl]phosphonium FC(C1=CC=C(C=C1)[PH+](C1=CC=C(C=C1)C(F)(F)F)C1=CC=C(C=C1)C(F)(F)F)(F)F